COCCCOC=1N=CC(=NC1)C1=CC=C(C=C1)C(C)(C)NC(OC1CN2CCC1CC2)=O Quinuclidin-3-yl (2-(4-(5-(3-methoxypropoxy)pyrazin-2-yl)phenyl)propan-2-yl)carbamate